(1R,2S)-1-(2-chloro-4,5-difluorophenyl)-1-(1-methyl-1H-pyrazol-4-yl)propan ClC1=C(C=C(C(=C1)F)F)[C@H](CC)C=1C=NN(C1)C